OC1=CC(N(C(N1C)=C)C)=O 6-hydroxy-1,3-dimethyl-2-methylidene-1,2,3,4-tetrahydropyrimidin-4-one